DeoxyThymine CC1=CNCNC1=O